2-Ethylsulfanyl-3,6-dimethyl-8-[(1R)-1-[2-(2H-tetrazol-5-yl)anilino]ethyl]chromen-4-one C(C)SC=1OC2=C(C=C(C=C2C(C1C)=O)C)[C@@H](C)NC1=C(C=CC=C1)C=1N=NNN1